6-(2-{5-[(7R)-7-amino-2-azabicyclo[2.2.1]heptane-2-carbonyl]-7-methoxy-1-methyl-1H-1,3-benzodiazol-2-yl}-1-(cyclopropylmethyl)-1H-indol-6-yl)-2,4-dihydro-1H-3,1-benzoxazin-2-one N[C@H]1C2N(CC1CC2)C(=O)C2=CC1=C(N(C(=N1)C=1N(C3=CC(=CC=C3C1)C=1C=CC3=C(COC(N3)=O)C1)CC1CC1)C)C(=C2)OC